OC(C(=O)N1C2=C(OCC1)N=CC(=C2)NC2=CC=C(C=N2)C2=CC=C(C=C2)N2C(CCC2)=O)(C)C 1-(4-(6-((1-(2-hydroxy-2-methylpropanoyl)-2,3-dihydro-1H-pyrido[2,3-b][1,4]oxazin-7-yl)amino)pyridin-3-yl)phenyl)pyrrolidin-2-one